Tungsten silicide [Si].[Si].[Si].[W].[W].[W].[W].[W]